COC(=O)C1CC(C1)CCC=O 3-(3-oxo-propyl)-cyclobutanecarboxylic acid methyl ester